C1(CC1)C1=NN(C(=C1)NC1=CC=CC=C1)[C@@H]1C[C@H](C1)CNC=1C=C2C(N(C(C2=CC1)=O)C1C(NC(CC1)=O)=O)=O 5-(((trans-3-(3-cyclopropyl-5-(phenylamino)-1H-pyrazol-1-yl)cyclobutyl)methyl)amino)-2-(2,6-dioxopiperidin-3-yl)isoindoline-1,3-dione